N-(2-bromo-6-trifluoromethyl-4-(heptafluoropropan-2-yl)phenyl)benzamide BrC1=C(C(=CC(=C1)C(C(F)(F)F)(C(F)(F)F)F)C(F)(F)F)NC(C1=CC=CC=C1)=O